C1(=CC=CC=C1)[C@H]1[C@@H](CNC1)C#N |r| rac-(3S,4R)-4-phenylpyrrolidine-3-carbonitrile